2,5-dichloro-4-aminopyrrolo[2,1-f][1,2,4]triazine ClC1=NN2C(C(=N1)N)=C(C=C2)Cl